ClC=1C=C(C(=O)NC2=C(C=C(C(=C2)C2=CC=C(C=C2)N2CCOCC2)F)N2C[C@H](N([C@H](C2)C)C)C)C=C(C1)Cl |r| 3,5-dichloro-N-[4-fluoro-5-(4-morpholin-4-ylphenyl)-2-[rac-(3R,5S)-3,4,5-trimethylpiperazin-1-yl]phenyl]benzamide